3,10-dibromo-1H-phenanthro[1,10,9,8-cdefg]carbazole BrC1=CC=2NC3=CC(=C4C5=C3C2C2=C1C=CC=C2C5=CC=C4)Br